p-tolyl alcohol C1(=CC=C(C=C1)O)C